2-benzyloxy-3-chloro-1-methoxy-4-[(E)-2-nitrovinyl]benzene C(C1=CC=CC=C1)OC1=C(C=CC(=C1Cl)\C=C\[N+](=O)[O-])OC